FC1=C(C=CC(=C1)F)C1=CC(=CC=C1)N 2',4'-difluoro-[1,1'-biphenyl]-3-amine